(7-(1-(1-cyclohexyl-3-(difluoromethyl)-1H-pyrazol-4-yl)-1H-1,2,3-triazol-4-yl)pyrrolo[1,2-b]pyridazin-3-yl)(piperazin-1-yl)methanone C1(CCCCC1)N1N=C(C(=C1)N1N=NC(=C1)C1=CC=C2N1N=CC(=C2)C(=O)N2CCNCC2)C(F)F